FC1=C(C(=C(C(=C1F)F)F)F)B1OB(OB(O1)C1=C(C(=C(C(=C1F)F)F)F)F)C1=C(C(=C(C(=C1F)F)F)F)F tris(perfluorophenyl)boroxine